6-chloro-7-(cyanomethyl)-N-[5-(2,2-difluoroethyl)-4-methoxy-pyrimidin-2-yl]-1H-indole-3-sulfonic acid amide ClC1=CC=C2C(=CNC2=C1CC#N)S(=O)(=O)NC1=NC=C(C(=N1)OC)CC(F)F